ClC1=C(C=CC(=C1)N[C@H]1C(NC(CC1)=O)=O)N1CCC(CC1)(O)CC(=O)OC(C)(C)C |r| Racemic-tert-Butyl 2-(1-(2-chloro-4-((2,6-dioxopiperidin-3-yl)amino)phenyl)-4-hydroxypiperidin-4-yl)acetate